O=C(C(CC1=CC=CC=C1)NC(OC(C(C)(C)C1=CC(=CC=C1)Cl)C1=CC=CC=C1)=O)NC(C=O)CC1C(NCC1)=O 2-(3-chlorophenyl)-2-methyl-1-phenylpropyl (1-oxo-1-((1-oxo-3-(2-oxopyrrolidin-3-yl)propan-2-yl)amino)-3-phenylpropan-2-yl)carbamate